(2S)-N-[(2r,4s,5s)-5-{[2-(2,6-dimethylphenoxy)acetyl]amino}-4-hydroxy-1,6-diphenyl-hex-2-yl]-3-methyl-2-(2-oxo-1,3-diazacyclohex-1-yl)butanamide CC1=C(OCC(=O)N[C@H]([C@H](C[C@@H](CC2=CC=CC=C2)NC([C@H](C(C)C)N2C(NCCC2)=O)=O)O)CC2=CC=CC=C2)C(=CC=C1)C